[C@@H]1([C@H](O)[C@@H](O)[C@@H](O)[C@H](O1)CO)OC[C@@H]([C@@H]1C(=C(C(=O)O1)O)O)O 6-O-β-D-galactopyranosyl-L-ascorbic acid